COC(=O)[C@H]1CN(CC1)C1=CC=C(C=C1)C=1C(=NC(=CC1)OCC1=CC=CC=C1)OCC1=CC=CC=C1 (R)-1-(4-(2,6-bis(benzyloxy)pyridin-3-yl)phenyl)pyrrolidine-3-carboxylic acid methyl ester